4-(p-tolyl)-4H-1,2,4-triazole-3-thiol C1(=CC=C(C=C1)N1C(=NN=C1)S)C